5-(6-methylpyridin-2-yl)-7-((1-toluenesulfonyl-1H-pyrrolo[2,3-b]pyridin-4-yl)oxy)pyrazolo[1,5-a]pyrimidine CC1=CC=CC(=N1)C1=NC=2N(C(=C1)OC1=C3C(=NC=C1)N(C=C3)S(=O)(=O)CC3=CC=CC=C3)N=CC2